COC=1C=CC=C2CCNC12 7-methoxy-2,3-dihydro-1H-indole